(R)-6-(1-(2,2-difluoroethyl)-1H-pyrazol-4-yl)-4,7,7-trimethyl-2-(5-(2,2,2-trifluoro-1-hydroxyethyl)pyridin-3-yl)-6,7-dihydro-5H-pyrrolo[3,4-b]pyridin-5-one FC(CN1N=CC(=C1)N1C(C2=NC(=CC(=C2C1=O)C)C=1C=NC=C(C1)[C@H](C(F)(F)F)O)(C)C)F